C(C)OC(OCC)[SiH2]CCCS 3-(diethoxymethylsilyl)-1-propanethiol